rac-2-(4-methoxycyclohex-1-en-1-yl)-4,4,5,5-tetramethyl-1,3,2-dioxaborolane CO[C@H]1CC=C(CC1)B1OC(C(O1)(C)C)(C)C |r|